4-(3-((benzyloxy)methyl)-4-ethyl-5-oxo-4,5-dihydro-1H-1,2,4-triazol-1-yl)-5-fluoro-2-iodobenzoic acid 3-methylbut-2-en-1-yl ester CC(=CCOC(C1=C(C=C(C(=C1)F)N1N=C(N(C1=O)CC)COCC1=CC=CC=C1)I)=O)C